COC1=CC=C(C=C1)S(=O)(=O)NC=1C=C(C(=O)NCC=2C=NC=CC2)C=CC1C 3-((4-methoxyphenyl)sulfonylamino)-4-methyl-N-(pyridin-3-ylmethyl)benzamide